2-(piperazin-1-yl)thiazol-5-nitrile N1(CCNCC1)C=1SC(=CN1)C#N